2-Methoxy-pyrimidine-5-carboxylic acid [5-(1-methyl-2-oxo-1,2,3,4-tetrahydro-quinolin-6-yl)-pyridin-3-ylmethyl]-amide CN1C(CCC2=CC(=CC=C12)C=1C=C(C=NC1)CNC(=O)C=1C=NC(=NC1)OC)=O